C1(CC1)NC(C1=CC(=C(C=C1)OC)C1=NC=C(N=C1)COC1=C(C(=C(C=C1)C(CC(C)(C)C)=O)O)C)=O N-Cyclopropyl-3-(5-((4-(3,3-dimethylbutanoyl)-3-hydroxy-2-methylphenoxy)methyl)pyrazin-2-yl)-4-methoxybenzamide